(S)-1-(oxetan-2-ylmethyl)-2-((6-((4-(pyridin-3-yl)benzyl)oxy)-3',6'-dihydro-[2,4'-bipyridin]-1'(2'H)-yl)methyl)-1H-benzo[d]imidazole-6-carboxylic acid O1[C@@H](CC1)CN1C(=NC2=C1C=C(C=C2)C(=O)O)CN2CCC(=CC2)C2=NC(=CC=C2)OCC2=CC=C(C=C2)C=2C=NC=CC2